2-(((1s,4s)-4-((3,3-diphenylureido)methyl)cyclohexyl)methoxy)acetic acid C1(=CC=CC=C1)N(C(NCC1CCC(CC1)COCC(=O)O)=O)C1=CC=CC=C1